(S)-6-(3-methyl-1,4-oxaazepan-4-yl)Quinoline-4-carboxylic acid methyl ester COC(=O)C1=CC=NC2=CC=C(C=C12)N1[C@H](COCCC1)C